(R)-2-((1s,4S)-4-(6-fluoroquinolin-4-yl)cyclohexyl)-N-(4-(piperidin-4-yloxy)phenyl)propanamide FC=1C=C2C(=CC=NC2=CC1)C1CCC(CC1)[C@H](C(=O)NC1=CC=C(C=C1)OC1CCNCC1)C